(1R,5S)-1-hydroxy-3-azabicyclo[3.1.0]Hexane O[C@]12CNC[C@@H]2C1